tert-butyl (4-carbamimidoyl-2-fluorobenzyl)carbamate C(N)(=N)C1=CC(=C(CNC(OC(C)(C)C)=O)C=C1)F